C1=CC=CC=2C3=CC=CC=C3C(C12)(C1=CC=C(C=C1)OCC(CSC1=CC=CC=C1)O)C1=CC=C(C=C1)OCC(CSC1=CC=CC=C1)O 3,3'-(((9H-fluorene-9,9-diyl)bis(4,1-phenylene))bis(oxy))bis(1-(phenylthio)propan-2-ol)